1-(2,6-dibenzyloxy-3-pyridyl)-5-[4-[4-(dimethoxymethyl)cyclohexoxy]-1-piperidyl]-3-methyl-benzimidazol-2-one C(C1=CC=CC=C1)OC1=NC(=CC=C1N1C(N(C2=C1C=CC(=C2)N2CCC(CC2)OC2CCC(CC2)C(OC)OC)C)=O)OCC2=CC=CC=C2